1,2,3-triazole-5-thiol N1N=NC=C1S